[Si](C)(C)(C(C)(C)C)OCC1=NNC(=C1)CO[Si](C)(C)C(C)(C)C 3,5-bis((tert-butyldimethylsilyloxy)methyl)-1H-pyrazole